4-chloromethyl-2,9,9-trimethyl-3,5-dioxa-4-bora-tricyclo[6.1.1.02,6]-decane ClCB1OC2(C3C(C(CC2O1)C3)(C)C)C